C(#N)CC(=O)N1CCC(=C[C@H]1C)C1=C2C(=NC(=C1)NC(=O)C1CC1)NC=C2 (R)-N-(4-(1-(2-cyanoacetyl)-6-methyl-1,2,3,6-tetrahydropyridin-4-yl)-1H-pyrrolo[2,3-b]pyridin-6-yl)cyclopropylcarboxamide